5-[bis(thenyl)aminocarbonyloxymethoxy]dimethylaminobenzylamine C1(=CC=CS1)CN(C(=O)OCOC=1C=CC=C(CNN(C)C)C1)CC1=CC=CS1